[I-].CC(CC1=CC=CC=C1)(C)N1C=[N+](C=C1)C(CC1=CC=CC=C1)(C)C 1,3-bis(1,1-dimethyl-2-phenylethyl)imidazolium iodide